The molecule is a pentasaccharide that is stachiose which has an additional unit of alpha-D-galactopyranose attached by a 1->6 glycosidic linkage to the terminal galactosyl residue. It is a pentasaccharide and a raffinose family oligosaccharide. It derives from a stachyose. C([C@@H]1[C@@H]([C@@H]([C@H]([C@H](O1)OC[C@@H]2[C@@H]([C@@H]([C@H]([C@H](O2)OC[C@@H]3[C@@H]([C@@H]([C@H]([C@H](O3)OC[C@@H]4[C@H]([C@@H]([C@H]([C@H](O4)O[C@]5([C@H]([C@@H]([C@H](O5)CO)O)O)CO)O)O)O)O)O)O)O)O)O)O)O)O)O